(2S,6S)-N-((S)-1-cyano-2-(4-(3-methyl-2-oxo-2,3-dihydrobenzo[d]oxazol-5-yl)phenyl)ethyl)-6-hydroxy-6-methyl-1,4-oxazocane-2-carboxamide C(#N)[C@H](CC1=CC=C(C=C1)C=1C=CC2=C(N(C(O2)=O)C)C1)NC(=O)[C@H]1OCC[C@](CNC1)(C)O